4-(((6-(ethylamino)-1-methyl-1H-pyrazolo[3,4-d]pyrimidin-4-yl)amino)methyl)benzenesulfonamide C(C)NC1=NC(=C2C(=N1)N(N=C2)C)NCC2=CC=C(C=C2)S(=O)(=O)N